OC1=C(C=C(C(=O)OCCCCCCCCOC(C2=CC(=C(C=C2)O)OC)=O)C=C1)OC octane-1,8-diyl bis(4-hydroxy-3-methoxybenzoate)